FC1=CC=C2C(=CNC2=C1)CC(=O)NC1=CC(=CC=C1)NC(COC)=O 2-(6-fluoro-1H-indol-3-yl)-N-(3-(2-methoxyacetamido)phenyl)acetamide